(R,Z)-1-(4-acetyl-3-(3-chloro-5-(5-methyl-2H-tetrazol-2-yl)phenyl)piperazin-1-yl)-3-chloroprop-2-en-1-one C(C)(=O)N1[C@@H](CN(CC1)C(\C=C/Cl)=O)C1=CC(=CC(=C1)N1N=C(N=N1)C)Cl